CP(=O)(C)C1=C(C=CC=C1)NC1=NC(=NC=C1C(F)(F)F)NC1=CC(=C(C(=O)NOCC(C)C)C=C1)F 4-((4-((2-(Dimethylphosphoryl)phenyl)amino)-5-(trifluoromethyl)pyrimidin-2-yl)amino)-2-fluoro-N-isobutoxybenzamide